ClC1=NC(=CC(=N1)Cl)C(C)C 2,4-Dichloro-6-isopropyl-pyrimidine